NC=1C=C(C(=O)NCCCN2CCOCC2)C=CC1 3-amino-N-(3-morpholinopropyl)benzamide